5-bromo-4-(chloromethyl)-1-ethyl-1H-pyrazole BrC1=C(C=NN1CC)CCl